2-(4,5-dichloro-6-oxopyridazin-1(6H)-yl)-N-(3-(N-(4-fluorophenethyl)sulfamoyl)-4-methylphenyl)acetamide ClC=1C=NN(C(C1Cl)=O)CC(=O)NC1=CC(=C(C=C1)C)S(NCCC1=CC=C(C=C1)F)(=O)=O